7-bromo-6-chloro-8-fluoro-2-(((2R,7aS)-2-fluorotetrahydro-1H-pyrrolizin-7a(5H)-yl)methoxy)-5-(((S)-2-((2,2,2-trifluoroethyl)amino)but-3-en-1-yl)oxy)quinazolin-4-ol BrC1=C(C(=C2C(=NC(=NC2=C1F)OC[C@]12CCCN2C[C@@H](C1)F)O)OC[C@H](C=C)NCC(F)(F)F)Cl